C(#N)C(C)(C)C1=CC(=NC=C1)C(=O)NC1=CC(=C(C=C1)C)C=1C=NC2=CC(=NC=C2C1)N(CC1=CC=C(C=C1)OC)CC 4-(2-cyanopropan-2-yl)-N-(3-(7-(ethyl(4-methoxybenzyl)amino)-1,6-naphthyridin-3-yl)-4-methylphenyl)picolinamide